CC(C)(CCC(C)(C(CC)C(C)(C)C)C)C(CC)C(C)(C)C 2,5-dimethyl-2,5-di(tert-butyl-propyl)hexane